(1R,3S,5R)-5-(acetamidomethyl)-2-(2-(3-acetyl-7-methyl-5-(2-methylpyrimidin-5-yl)-1H-indazol-1-yl)acetyl)-N-(6-bromo-3-methylpyridin-2-yl)-2-azabicyclo[3.1.0]hexane-3-carboxamide C(C)(=O)NC[C@]12C[C@H](N([C@@H]2C1)C(CN1N=C(C2=CC(=CC(=C12)C)C=1C=NC(=NC1)C)C(C)=O)=O)C(=O)NC1=NC(=CC=C1C)Br